tert-Amylat CCC(C)(C)[O-]